N-(5-chloro-3-fluoro-4-methyl-2-pyridyl)acetamide ClC=1C(=C(C(=NC1)NC(C)=O)F)C